FC1=C(CN2CCC3(CCCN(C3)S(=O)(=O)C=3C=CC(=NC3)N3C(OCC3)=O)CC2)C=CC=C1 (5-((9-(2-Fluorobenzyl)-2,9-diazaspiro[5.5]undecan-2-yl)sulfonyl)pyridin-2-yl)oxazolidin-2-one